7-oxo-2-oxa-5,8-diazaspiro[3.5]nonane-5-carboxylic acid benzyl ester C(C1=CC=CC=C1)OC(=O)N1C2(COC2)CNC(C1)=O